S1C(=NC2=C1C=CC=C2)CN2CCN(CC2)C2=C(C#N)C=CC(=C2)CC(C)C 2-(4-(benzo[d]thiazol-2-ylmethyl)piperazin-1-yl)-4-isobutylbenzonitrile